C(CCCCCCC)C1N(C(=NC(=N1)NC1=CC(=C(C(=C1)C(C)(C)C)O)C(C)(C)C)NC1=CC(=C(C(=C1)C(C)(C)C)O)C(C)(C)C)S 2-octyl-mercapto-4,6-bis(3,5-di-tert-butyl-4-hydroxyanilino)-1,3,5-tri-azine